2-((2-ethyl-7-methyl-5-(piperazin-1-yl)-2H-pyrazolo[4,3-b]pyridin-3-yl)(2,2,2-trifluoroethyl)amino)-4-(4-fluorophenyl)thiazole-5-carbonitrile C(C)N1N=C2C(N=C(C=C2C)N2CCNCC2)=C1N(C=1SC(=C(N1)C1=CC=C(C=C1)F)C#N)CC(F)(F)F